FC(C1=NN=C(S1)N1N=CC2=C(C=C(C=C12)S(=O)(=O)NC1(CC1)C#N)F)F 1-(5-(Difluoromethyl)-1,3,4-thiadiazol-2-yl)-4-fluoro-N-(1-cyanocyclopropyl)-1H-indazole-6-sulfonamide